((1s,4s)-4-ethylcyclohexyl)-1-(5-(2-methoxypyridin-4-yl)-1H-pyrazole-3-carbonyl)piperidine-4-carboxamide C(C)C1CCC(CC1)C1N(CCC(C1)C(=O)N)C(=O)C1=NNC(=C1)C1=CC(=NC=C1)OC